3-(6-Methoxypyridin-3-yl)prop-2-yn-1-ol COC1=CC=C(C=N1)C#CCO